6-chloro-N-cyclopropyl-3-((1-(2-(1-cyclopropyl-1H-pyrazol-4-yl)-3,6-dimethyl-4-oxo-4H-benzopyran-8-yl)ethyl)amino)pyridine ClC1=CC=C(CN1C1CC1)NC(C)C1=CC(=CC=2C(C(=C(OC21)C=2C=NN(C2)C2CC2)C)=O)C